C(C)(C)(C)C=1NC2=CC=C(C=C2C1)C(C)(C)C 2,5-di-tert-butylindole